methyl (S)-1-((2S,3S)-3-(4-bromothiazol-2-yl)-2-((2R,3S)-3-methyloxetane-2-carboxamido)-3-(2-oxa-6-azaspiro[3.3]heptan-6-yl)propanoyl)hexahydropyridazine-3-carboxylate BrC=1N=C(SC1)[C@H]([C@@H](C(=O)N1N[C@@H](CCC1)C(=O)OC)NC(=O)[C@@H]1OC[C@@H]1C)N1CC2(COC2)C1